(S)-methyl-oxirane C[C@@H]1OC1